C[C@H]1N(CCN(C1=O)C)CCCOC1=CC=C(C=C1)C1CCN(CC1)C(=O)OC(C)(C)C (R)-tert-butyl 4-(4-(3-(2,4-dimethyl-3-oxopiperazin-1-yl)propoxy)phenyl)piperidine-1-carboxylate